O1C(=CC=C1)C(CC#N)=O 3-(2-furyl)-3-oxo-propionitrile